C(#C)P([O-])(=O)N P-ethynylphosphonamidate